FC1([C@H](CNCC1)NC(=O)C=1N=C2N(C=CC=C2C2=C(C=CC=C2)OCC(F)(F)F)C1)F (S)-N-(4,4-difluoropiperidin-3-yl)-8-(2-(2,2,2-trifluoroethoxy)phenyl)imidazo[1,2-a]pyridine-2-carboxamide